N-(2,6-dimethylphenyl)-2-(piperazine-1-yl)acetamide CC1=C(C(=CC=C1)C)NC(CN1CCNCC1)=O